The molecule is a beta-D-galactosyl-(1<->1')-N-acylsphinganine in which the acyl group is specified as octadecanoyl. It has a role as a mouse metabolite. It derives from an octadecanoic acid. CCCCCCCCCCCCCCCCCC(=O)N[C@@H](CO[C@H]1[C@@H]([C@H]([C@H]([C@H](O1)CO)O)O)O)[C@@H](CCCCCCCCCCCCCCC)O